2-(4-bromo-5-fluoro-2-hydroxy-phenyl)acetonitrile BrC1=CC(=C(C=C1F)CC#N)O